C(C1=CC=CC=C1)[C@]1(C[C@H](NC1)C(=O)O)O 4-benzylhydroxyproline